FC1([C@@H](CNC1)N(C(=O)N1CC2=CC=CC=C2CC1)C)F (S)-N-((R)-4,4-difluoropyrrolidin-3-yl)-N-methyl-3,4-dihydroisoquinoline-2(1H)-carboxamide